2-[(3R)-tetrahydrofuran-3-yl]oxyethanol O1C[C@@H](CC1)OCCO